(E)-7-(3-(2-methylenenaphthyl)-2,5-dioxopyrrolidinyl)heptanoic acid ethyl ester C(C)OC(CCCCCCN1C(C(CC1=O)C1C(C=CC2=CC=CC=C12)=C)=O)=O